3-bromo-1,1-dichloropropan-2-one BrCC(C(Cl)Cl)=O